sodium lauroyl-aspartate salt C(CCCCCCCCCCC)(=O)N[C@@H](CC(=O)[O-])C(=O)[O-].[Na+].[Na+]